C1(=CC=CC2=CC=CC=C12)P(C1=CC=CC2=CC=CC=C12)=O di(naphthalene-1-yl)phosphine oxide